ClC1=C(C=O)C(=CC(=C1)C1CN(C1)C1=C(C=CC=C1Cl)Cl)C 2-chloro-4-(1-(2,6-dichlorophenyl)azetidin-3-yl)-6-methylbenzaldehyde